C(CCC#C)(=O)N1CCN(CC1)C1=CC(=NC=C1)C(=O)NC=1C=CC=C2C=CC=NC12 4-(4-(pent-4-ynoyl)piperazin-1-yl)-N-(quinolin-8-yl)picolinamide